[Zn+2].C1(=CC=CC=C1)C12CC=C(N1)C=C1C=CC(=N1)C(=C1C=CC(N1)=C(C=1C=CC(N1)=C2C2=CC=CC=C2)C2=CC=CC=C2)C2=CC=CC=C2 1,10,15,20-tetraphenyl-21H,23H-porphyrin zinc (ii)